methyl 3-((4-(4-(3,3-dimethylbutanoyl)-3-hydroxy-2-methylphenoxy)but-2-yn-1-yl)oxy)-2-methoxybenzoate CC(CC(=O)C1=C(C(=C(OCC#CCOC=2C(=C(C(=O)OC)C=CC2)OC)C=C1)C)O)(C)C